1-propyl-4-methylpiperazine C(CC)N1CCN(CC1)C